N[C@H](C(=O)N1[C@H](C=2N(CC1)C=C(N2)C2=CC=CC=C2)CC2CCCCC2)[C@@H](CC)C (2S,3R)-2-amino-1-((S)-8-(cyclohexylmethyl)-2-phenyl-5,6-dihydroimidazo[1,2-a]pyrazin-7(8H)-yl)-3-methylpentan-1-one